F[C@H]1CN(CCC1)CC1=CC=C(C=C1)C1=CC=C(C=C1)CC1=CC=C(C=C1)N1N=C(N=C1C)C(=O)N (R)-1-(4-((4'-((3-fluoropiperidin-1-yl)methyl)-[1,1'-biphenyl]-4-yl)methyl)phenyl)-5-methyl-1H-1,2,4-triazole-3-carboxamide